O1CC12CNCCC2 1-oxa-5-azaspiro[2.5]octane